7-(3-((3'-((2-chloro-4-formyl-5-hydroxyphenoxy)methyl)-2,2'-dimethyl-[1,1'-biphenyl]-3-yl)oxy)propyl)-7-azaspiro[3.5]nonane-2-carbonitrile ClC1=C(OCC=2C(=C(C=CC2)C2=C(C(=CC=C2)OCCCN2CCC3(CC(C3)C#N)CC2)C)C)C=C(C(=C1)C=O)O